racemic-7-(6-(1-(3-fluoro-1-(4-fluorophenyl)propyl)-1H-pyrazol-4-yl)pyrazin-2-yl)-[1,2,4]triazolo[1,5-a]pyridin-2-amine FCC[C@H](C1=CC=C(C=C1)F)N1N=CC(=C1)C1=CN=CC(=N1)C1=CC=2N(C=C1)N=C(N2)N |r|